tert-Butyl (S)-4-(7-bromo-8-oxo-2-((tetrahydro-1H-pyrrolizin-7a(5H)-yl)methoxy)-6-(trifluoromethyl)-8H-pyrido[2,1-f][1,2,4]triazin-4-yl)-3-methylpiperazine-1-carboxylate BrC1=C(C=C2C(=NC(=NN2C1=O)OCC12CCCN2CCC1)N1[C@H](CN(CC1)C(=O)OC(C)(C)C)C)C(F)(F)F